NCCC[Si](O)(C)C 3-aminopropyl-dimethyl-silanol